[Au].SCC(C)=O 1-mercapto-2-propanone gold